2,2,2-trifluoro-1-(p-tolyl)ethan-1-amine FC(C(N)C1=CC=C(C=C1)C)(F)F